2,6-diphenyl-4-octadecyl-siloxyphenol C1(=CC=CC=C1)C1=C(C(=CC(=C1O[SiH3])CCCCCCCCCCCCCCCCCC)C1=CC=CC=C1)O